(Z)-hexadec-11-ene-1-yl acetate C(C)(=O)OCCCCCCCCCC\C=C/CCCC